C=1(C(=CC=CC1)OC=1C(=C(C(C#N)=C(C1Cl)Cl)C#N)Cl)C1=CC=CC=C1 4-(Biphenyl-2-oxy)-3,5,6-trichloro-phthalonitrile